C1CCCOC(O1)=O carbonic acid-butylene ester